C(=O)([O-])C(O)C(O)C(=O)[O-].[Ce+2] cerium(II) tartrate